C(C)(C)(C)OCCN(CCC(C(=O)O)NC(=O)C=1C(=NC=NC1)C(F)(F)F)CCCCC1=NC=2NCCCC2C=C1 4-[2-tert-butoxyethyl-[4-(5,6,7,8-tetrahydro-1,8-naphthyridin-2-yl)butyl]amino]-2-[[4-(trifluoromethyl)pyrimidine-5-carbonyl]amino]butanoic acid